tert-butyl 2-(2,2,2-trifluoro-N-(tetrahydro-2H-pyran-4-yl) acetamido)-4-(4-(2,2,2-trifluoroacetyl)piperazin-1-yl)benzoate FC(C(=O)N(C1CCOCC1)C1=C(C(=O)OC(C)(C)C)C=CC(=C1)N1CCN(CC1)C(C(F)(F)F)=O)(F)F